FC1=CC=C(C=C1)C1(CCC1)NN (1-(4-Fluorophenyl)cyclobutyl)hydrazine